[N+](=O)([O-])C=1C=C2CC[C@H](C2=CC1OC1=CC=C(C=C1)C1=NC=CC=C1)OP(=O)(N1CC1)N1CC1 Di(aziridin-1-yl)phosphinic acid (R)-5-nitro-6-(4-(pyridin-2-yl) phenoxy)-2,3-dihydro-1H-inden-1-yl ester